(1R)-1-[3-(2-{[tert-butyl-(dimethyl)silyl]oxy}-1,1-difluoroethyl)-2-fluorophenyl]ethan-1-amine C(C)(C)(C)[Si](OCC(F)(F)C=1C(=C(C=CC1)[C@@H](C)N)F)(C)C